[N].ClC1=NC=C(C(=C1)[N+](=O)[O-])C 2-chloro-4-nitro-5-picoline nitrogen